C1(=CC=CC=C1)CCCC[N+]#[C-] 4-PHENYLBUT-1-YLISOCYANIDE